tert-Butyl 2-(1-methyl-1H-imidazol-2-yl)-4-oxo-3-(phenylamino)-1,4,6,7-tetrahydro-5H-pyrrolo[3,2-c]pyridine-5-carboxylate CN1C(=NC=C1)C1=C(C=2C(N(CCC2N1)C(=O)OC(C)(C)C)=O)NC1=CC=CC=C1